ClC1=C(C=CC=C1)C(CCC#N)NCC=1C=NC=CC1 4-(2-chlorophenyl)-4-((pyridin-3-ylmethyl)amino)butyronitrile